Methyl (Z)-1-(4-amino-2-fluorobut-2-en-1-yl)-4-(4-(N,N-dimethylsulfamoyl)phenyl)-2-methyl-1H-benzo[d]imidazole-6-carboxylate NC\C=C(\CN1C(=NC2=C1C=C(C=C2C2=CC=C(C=C2)S(N(C)C)(=O)=O)C(=O)OC)C)/F